tert-butyl 3-(3-benzoylthioureido)-2-phenylmethylpropionate C(C1=CC=CC=C1)(=O)NC(NCC(C(=O)OC(C)(C)C)CC1=CC=CC=C1)=S